2-[(5,6-diphenyl-1,2,4-triazin-3-yl)sulfanyl]-N-(2-furylmethyl)propanamide C1(=CC=CC=C1)C=1N=C(N=NC1C1=CC=CC=C1)SC(C(=O)NCC=1OC=CC1)C